1-((3S,5R)-1-propenyl-5-(methoxymethyl)pyrrolidin-3-yl)-3-((1-cyclopropyl-4,6-difluoro-1H-benzo[d]imidazol-5-yl)ethynyl)-5-(methylamino)-1H-pyrazole-4-carboxamide C(=CC)N1C[C@H](C[C@@H]1COC)N1N=C(C(=C1NC)C(=O)N)C#CC1=C(C2=C(N(C=N2)C2CC2)C=C1F)F